C1(=CC=CC=C1)OC(CC)=O phenylpropionate